[1-(trifluoromethyl)cyclopropyl]methanamine FC(C1(CC1)CN)(F)F